(S)-N-(8,9-Difluoro-6-oxo-1,4,5,6-tetrahydro-2H-pyrano[3,4-c]isoquinolin-1-yl)-N,5-dimethyl-1H-indole-2-carboxamide FC=1C(=CC=2C3=C(NC(C2C1)=O)COC[C@H]3N(C(=O)C=3NC1=CC=C(C=C1C3)C)C)F